3-amino-N-((R)-7-((2R,3R)-2,3-dimethylpiperazin-1-yl)chroman-3-yl)-6-methylthieno[2,3-b]pyridine-2-carboxamide NC1=C(SC2=NC(=CC=C21)C)C(=O)N[C@H]2COC1=CC(=CC=C1C2)N2[C@@H]([C@H](NCC2)C)C